FC=1C=2N(C=C(C1)C[C@@H]1CC[C@H](CC1)C(=O)N1OCC[C@H]1C1=NC=CN=C1)N=CN2 trans-[4-[(8-fluoro-[1,2,4]triazolo[1,5-a]pyridin-6-yl)methyl]cyclohexyl]-[(3S)-3-pyrazin-2-ylisoxazolidin-2-yl]methanone